FC(CN1C(=NC=2C1=NC(=CC2)C=2C=CN1N=C(N=CC12)NC1CC2(CN(C2)C)C1)C)F 5-(3-(2,2-difluoroethyl)-2-methyl-3H-imidazo[4,5-b]pyridin-5-yl)-N-(2-methyl-2-azaspiro[3.3]heptan-6-yl)pyrrolo[2,1-f][1,2,4]triazin-2-amine